CC1(OB(OC1(C)C)CC[C@H]1CC(CCC1)=O)C (R)-3-(2-(4,4,5,5-tetramethyl-1,3,2-dioxaborolan-2-yl)ethyl)-cyclohexan-1-one